4,5-dibromo-2-(oxetan-3-yl)-2H-1,2,3-triazole BrC1=NN(N=C1Br)C1COC1